C(C(C)C)NC=1C(=CC=CC1)N N-isobutylbenzene-1,2-diamine